3-[4-[[1-[2-(2,4-Difluorophenyl)-2-hydroxy-3-(1,2,4-triazol-1-yl)propyl]triazol-4-yl]methoxy]phenyl]-1-[4-(4-propylpiperazin-1-yl)phenyl]prop-2-en-1-one FC1=C(C=CC(=C1)F)C(CN1N=NC(=C1)COC1=CC=C(C=C1)C=CC(=O)C1=CC=C(C=C1)N1CCN(CC1)CCC)(CN1N=CN=C1)O